NC=1N=C(C2=C(C(=CC=C2C1)F)C#C)C1=C(C=C2C(=NC(=NC2=C1F)OC[C@]12CCCN2C[C@@H](C1)F)N1CCOCC(C1)(O)C)F 4-(7-(3-amino-8-ethynyl-7-fluoroisoquinolin-1-yl)-6,8-difluoro-2-(((2R,7aS)-2-Fluorotetrahydro-1H-pyrrolizine-7a(5H)-yl)methoxy)quinazolin-4-yl)-6-methyl-1,4-oxaazepan-6-ol